di(p-ethyl-benzylidene)sorbitol C(C)C1=CC=C(C=C([C@H]([C@H]([C@@H]([C@H](C(O)=CC2=CC=C(C=C2)CC)O)O)O)O)O)C=C1